6-(4-fluorophenyl)-3,4-dihydro-1H-benzo[c][1,2]thiazin-2,2-dioxide FC1=CC=C(C=C1)C1=CC2=C(NS(CC2)(=O)=O)C=C1